N-(1-((1R,2S)-2-fluorocyclopropyl)-2-oxo-1,2-dihydropyridin-3-yl)-7-isopropoxy-2-((1R,4S)-1-(methoxymethyl)-2-oxabicyclo[2.2.1]heptan-4-yl)imidazo[1,2-a]pyrimidine-6-carboxamide F[C@@H]1[C@@H](C1)N1C(C(=CC=C1)NC(=O)C=1C(=NC=2N(C1)C=C(N2)[C@]21CO[C@](CC2)(C1)COC)OC(C)C)=O